C(OCC=1SC2=C(N1)C(=CC=C2)Cl)(OC2=CC=C(C=C2)[N+](=O)[O-])=O (4-chlorobenzo[d]thiazol-2-yl)methyl (4-nitrophenyl) carbonate